COC1(NC(=NC(=N1)C(Cl)(Cl)Cl)C1=CC=CC=C1)C(Cl)(Cl)Cl p-methoxyphenyl-4,6-bis(trichloromethyl)-s-triazine